4-(3-hydroxy-3-methyl-but-1-ynyl)-2,6-dimethyl-7-oxo-1H-pyrrolo[2,3-c]pyridine-3-carboxylic acid OC(C#CC=1C2=C(C(N(C1)C)=O)NC(=C2C(=O)O)C)(C)C